2-(4-(3-(1-(5-chloropyrimidin-2-yl)piperidin-4-yl)propoxy)-2-fluorophenyl)-1-(1-((2S,3S,4R)-2,3,4,5-tetrahydroxypentyl)-1,6-diazaspiro[3.4]octan-6-yl)ethan-1-one ClC=1C=NC(=NC1)N1CCC(CC1)CCCOC1=CC(=C(C=C1)CC(=O)N1CC2(CCN2C[C@@H]([C@@H]([C@@H](CO)O)O)O)CC1)F